(S)-2-(1-Isopropyl-3,7-dimethyl-4-oxo-1,4-dihydro-5H-pyrazolo[3,4-d]pyridazin-5-yl)-N-(1-(4-(trifluoromethoxy)phenyl)ethyl)acetamid C(C)(C)N1N=C(C2=C1C(=NN(C2=O)CC(=O)N[C@@H](C)C2=CC=C(C=C2)OC(F)(F)F)C)C